CCCCC/C=C\\C[C@H](/C=C/C=C/C=C/[C@H](CCCC(=O)[O-])O)O The molecule is a leukotriene anion that is the conjugate base of 6-trans-leukotriene B4 arising from deprotonation of the carboxylic acid function; major species at pH 7.3. It is a hydroxy fatty acid anion and a leukotriene anion. It is a conjugate base of a 6-trans-leukotriene B4.